8-bromo-5-(3-((tert-butyldimethylsilyl)oxy)propyl)-3-chloroisoquinoline BrC=1C=CC(=C2C=C(N=CC12)Cl)CCCO[Si](C)(C)C(C)(C)C